4-Amino-8-(2-fluoro-5-((5-methyl-1,3,4-oxadiazol-2-yl)methoxy)phenyl)-2-oxo-N-propyl-1,2-dihydroquinoline-3-carboxamide NC1=C(C(NC2=C(C=CC=C12)C1=C(C=CC(=C1)OCC=1OC(=NN1)C)F)=O)C(=O)NCCC